5-[4-amino-5-(trifluoromethyl)pyrrolo[2,1-f][1,2,4]triazin-7-yl]-N-[(3R,4S)-4-fluoro-1-[(2-methyl-1,3-thiazol-5-yl)sulfonyl]pyrrolidin-3-yl]-2-methoxypyridine-3-carboxamide NC1=NC=NN2C1=C(C=C2C=2C=C(C(=NC2)OC)C(=O)N[C@@H]2CN(C[C@@H]2F)S(=O)(=O)C2=CN=C(S2)C)C(F)(F)F